NC=1C=C2C(N(C=NC2=CC1)C1=NC=CC=C1)=O 6-amino-3-(pyridin-2-yl)quinazolin-4(3H)-one